(R)-1-amino-1'-(3-(3,4-dihydro-1,5-naphthyridin-1(2H)-yl)-1H-pyrazolo[3,4-b]pyrazin-6-yl)-1,3-dihydrospiro[indene-2,4'-piperidine]-4-carbonitrile N[C@H]1C=2C=CC=C(C2CC12CCN(CC2)C2=CN=C1C(=N2)NN=C1N1CCCC2=NC=CC=C12)C#N